5-(4-chlorobenzyl)-8-isopropyl-2-(thiazol-2-yl)-2,5,8-triazaspiro[3.5]nonane-6,9-dione ClC1=CC=C(CN2C3(CN(C3)C=3SC=CN3)C(N(CC2=O)C(C)C)=O)C=C1